[C@H]12COC[C@@H]2C1NC(=O)C=1C=C(C2=C(C(CO2)C2=C3C=CN(C3=CC=C2)C)C1)C(=O)NC rac-N5-((1R,5S)-3-Oxabicyclo[3.1.0]hexan-6-yl)-N7-methyl-3-(1-methyl-1H-indol-4-yl)-2,3-dihydrobenzofuran-5,7-dicarboxamid